BrC=1C=C(C(=NC1OC(C)C1=CC(=CC(=C1)F)F)C)N=CN(C)CC N'-[5-bromo-6-[1-(3,5-difluorophenyl)ethoxy]-2-methyl-3-pyridinyl]-N-ethyl-N-methyl-formamidine